N'-((1,2,3,5,6,7-hexahydro-s-indacen-4-yl)carbamoyl)-6-methoxy-5,6,7,8-tetrahydropyrazolo[5,1-b][1,3]oxazepine-3-sulfonimidamide C1CCC2=C(C=3CCCC3C=C12)NC(=O)N=S(=O)(N)C=1C=NN2C1OCC(CC2)OC